1-Propyl-4-ethylpiperidinium triflat [O-]S(=O)(=O)C(F)(F)F.C(CC)[NH+]1CCC(CC1)CC